C(CC(C)=O)=O 1,3-butanedial